S1C2=C(C(=C1)C#N)C1(SC2)CNC1 6'H-spiro[azetidine-3,4'-thieno[3,4-b]thiophene]-3'-carbonitrile